indium-oxide [O-2].[In+3].[O-2].[O-2].[In+3]